trans-isoprene C=CC(C)=C